(4-Morpholinophenyl)-4-(4-fluorophenyl)-[2,4'-bithiazole]-2'-amine O1CCN(CC1)C1=CC=C(C=C1)C1=C(N=C(S1)C=1N=C(SC1)N)C1=CC=C(C=C1)F